(3-(tert-butyl)phenyl)methanamine hydrochloride Cl.C(C)(C)(C)C=1C=C(C=CC1)CN